tert-butyl N-((S)-1-(4-(dimethylamino)-4-methylpent-2-ynoyl) pyrrolidine-3-carbonyl)-N-methyl-L-valinate CN(C(C#CC(=O)N1C[C@H](CC1)C(=O)N([C@@H](C(C)C)C(=O)OC(C)(C)C)C)(C)C)C